NC1=NC=NC=2C3=C(\C(\C(C12)(C)C)=N/OC[C@@H]1CN(C(O1)=O)C)C=C(C=C3)O[C@@H]3CC[C@H](CC3)N (5S)-5-[[(Z)-[4-amino-8-(trans-4-aminocyclohexoxy)-5,5-dimethyl-benzo[h]quinazolin-6-ylidene]amino]oxymethyl]-3-methyl-oxazolidin-2-one